ClC=1C=C(CN2C(C(C3=CC(=CC=C23)NC(C=C)=O)=O)=O)C=CC1Cl N-(1-(3,4-dichlorobenzyl)-2,3-diketoindol-5-yl)acrylamide